FC(C)(F)C1=NC(=CC(=N1)NC1=CC(=NC=C1OCCCOC)NC(C)=O)C N-(4-((2-(1,1-difluoroethyl)-6-methylpyrimidin-4-yl)amino)-5-(3-methoxypropoxy)pyridin-2-yl)acetamide